FC1=C(C(=CC(=C1)F)F)B(C1=C(C=C(C=C1F)F)F)C1=C(C=C(C=C1F)F)F tri(2,4,6-trifluorophenyl)boron